FC(C[C@H]([C@H](CC=C)C)S(=O)(=O)N(CC1=CC=C(C=C1)OC)CC1=CC=C(C=C1)OC)(F)F (3R,4S)-1,1,1-TRIFLUORO-N,N-BIS(4-METHOXYBENZYL)-4-METHYLHEPT-6-ENE-3-SULFONAMIDE